FC(C1=CC=C(CN2CCNCC2)C=C1)(F)F 1-(4-trifluoromethylbenzyl)piperazine